3-(3-chloro-4-fluorophenyl)-1-methyl-1-(1-(1-oxo-1,2-dihydroisoquinolin-4-yl)ethyl)urea ClC=1C=C(C=CC1F)NC(N(C(C)C1=CNC(C2=CC=CC=C12)=O)C)=O